amyl-boric acid C(CCCC)OB(O)O